tert-butyl 3-(6-((2-(4-(cyclohexanecarboxamido)-2-fluorophenyl)-6-(4-methoxybenzyl)-5-oxo-5,6-dihydro-1,6-naphthyridin-4-yl)amino)pyridin-3-yl)piperidine-1-carboxylate C1(CCCCC1)C(=O)NC1=CC(=C(C=C1)C1=NC=2C=CN(C(C2C(=C1)NC1=CC=C(C=N1)C1CN(CCC1)C(=O)OC(C)(C)C)=O)CC1=CC=C(C=C1)OC)F